CN(CCNC(=O)C1(CCCCC1)NC(CCCC1=CC=C(C=C1)CC1=C(C=CC(=C1)[C@@H]1O[C@@H]([C@H]([C@@H]([C@H]1O)O)O)CC)C)=O)C N-(2-dimethylaminoethyl)-1-[4-[4-[[5-[(2S,3R,4S,5S,6R)-6-ethyl-3,4,5-trihydroxy-tetrahydropyran-2-yl]-2-methyl-phenyl]methyl]phenyl]butyrylamino]cyclohexylcarboxamide